5-cyclopropyl-2-(4-fluoro-2-methoxy-phenoxy)pyridine-3-carboxylic acid C1(CC1)C=1C=C(C(=NC1)OC1=C(C=C(C=C1)F)OC)C(=O)O